(R)-N-(1-(2,4-dichlorophenyl)ethyl)-4-methyl-7-morpholinophthalazin-1-amine ClC1=C(C=CC(=C1)Cl)[C@@H](C)NC1=NN=C(C2=CC=C(C=C12)N1CCOCC1)C